OC1C(CCC(=C1)C)C(C(=O)O)C 2-(2-hydroxy-4-methyl-3-cyclohexenyl)propanoic acid